C(C=C)[Sn](CCCCCCCC)(CCCCCCCC)CCCCCCCC allyl-trioctyltin